3-(((3-(diethylamino)propoxy)carbonyl)oxy)henicosa-12,15-dien-1-yl 6,6-bis(octyloxy)hexanoate C(CCCCCCC)OC(CCCCC(=O)OCCC(CCCCCCCCC=CCC=CCCCCC)OC(=O)OCCCN(CC)CC)OCCCCCCCC